2-(3',4',6'-tris(10-methylphenazin-5(10H)-yl)-5'-phenyl-[1,1':2',1''-terphenyl]-4-yl)benzo[d]thiazole CN1C2=CC=CC=C2N(C=2C=CC=CC12)C1=C(C(=C(C(=C1N1C=2C=CC=CC2N(C2=CC=CC=C12)C)C1=CC=CC=C1)N1C=2C=CC=CC2N(C2=CC=CC=C12)C)C1=CC=C(C=C1)C=1SC2=C(N1)C=CC=C2)C2=CC=CC=C2